2,4-dichloro-7,8-dihydroquinazolin-6(5H)-one ClC1=NC=2CCC(CC2C(=N1)Cl)=O